dihydroisoquinolone C1CNC(=O)C2=CC=CC=C21